FC=1C=C2C(=NC1)NC=C2N2N=C(C=CC2=O)NC2CC(CC2)C(=O)O 3-((1-(5-fluoro-1H-pyrrolo[2,3-b]pyridin-3-yl)-6-oxo-1,6-dihydropyridazin-3-yl)amino)cyclopentane-1-carboxylic acid